1-(4-chlorobenzyl)-3-(6-(4-methoxybenzyl)-6-azaspiro[3.4]oct-2-yl)urea ClC1=CC=C(CNC(=O)NC2CC3(C2)CN(CC3)CC3=CC=C(C=C3)OC)C=C1